C(C1=CC=CC=C1)OC(=O)N1CCC(CC1)CN1CCC2(CNC2)CC1 7-((1-((benzyloxy)carbonyl)piperidin-4-yl)methyl)-2,7-diazaspiro[3.5]nonane